N(=[N+]=[N-])C1=CC=C(C[C@H](N)C(=O)O)C=C1 4-azidophenylalanine